CC1=NC(=CC(=C1)C1=C(C=C(C=C1C=1C=CC=2N(C3=CC=CC=C3C2C1)C1=CC=CC=C1)C1=NC(=NC(=N1)C1=CC=CC=C1)C1=CC=CC=C1)C=1C=CC=2N(C3=CC=CC=C3C2C1)C1=CC=CC=C1)C 3,3'-(2-(2,6-dimethylpyridin-4-yl)-5-(4,6-diphenyl-1,3,5-triazin-2-yl)-1,3-phenylene)bis(9-phenyl-9H-carbazole)